N1N=CC(=C1)C=1C(NC=CN1)=O 3-[1H-pyrazol-4-yl]pyrazin-2(1H)-one